2-[4-(difluoromethyl)-6-[(2S)-2-(hydroxymethyl)morpholin-4-yl]pyridazin-3-yl]-5-methyl-phenol FC(C1=C(N=NC(=C1)N1C[C@H](OCC1)CO)C1=C(C=C(C=C1)C)O)F